4-(((1-(3-Acetamido-1H-pyrazole-1-carbonyl)-4-methylpiperidin-4-yl)(methyl)amino)methyl)-2-(trifluoromethyl)benzamide C(C)(=O)NC1=NN(C=C1)C(=O)N1CCC(CC1)(C)N(C)CC1=CC(=C(C(=O)N)C=C1)C(F)(F)F